ClC=1C(=NC(=NC1)NC1CN(CCC1)CC(=O)NC=1C=C(C=CC1OC)[AsH](O)=O)C1=CNC2=CC=CC=C12 (3-(2-(3-((5-chloro-4-(1H-indol-3-yl)pyrimidin-2-yl)amino)piperidin-1-yl)acetamido)-4-methoxyphenyl)arsinic acid